OC(=O)C(F)(F)F.C1(=CC=CC=C1)C=1C(NC(=NC1)C1CNCC1)=O 5-phenyl-2-(pyrrolidin-3-yl)pyrimidin-4(3H)-one TFA salt